3-(sec-butyl)-N'-cyano-2-oxo-1,2,3,5-tetrahydro-4H-pyrido[3,4-e][1,4]diazepine-4-carboxamidine C(C)(CC)C1N(CC2=C(NC1=O)C=NC=C2)C(=NC#N)N